(1S,2S)-ethyl 2-(1-((tert-butyldiphenylsilyl)oxy)-3-oxopropyl)cyclopropanecarboxylate [Si](C1=CC=CC=C1)(C1=CC=CC=C1)(C(C)(C)C)OC(CC=O)[C@@H]1[C@H](C1)C(=O)OCC